[N+](=O)([O-])C1=CC=C(COC(CN2CCNN(CCN(CC2)CC(=O)[O-])CC(=O)[O-])=O)C=C1 (p-nitrobenzyl)-1,4,7,10-tetraazacyclodecan-4,7,10-triacetate